10-Thiastearic Acid C(CCCCCCCCSCCCCCCCC)(=O)O